1,4-dimethylamino-2,5-dimethoxybenzene CNC1=C(C=C(C(=C1)OC)NC)OC